5-methyl-1,2-phenylenediamine CC=1C=CC(=C(C1)N)N